CC1=NOC(=N1)C(=O)NC1CCC2=CC(=CC=C12)C1=NOC(=N1)C 3-methyl-N-(5-(5-methyl-1,2,4-oxadiazol-3-yl)-2,3-dihydro-1H-inden-1-yl)-1,2,4-oxadiazole-5-carboxamide